[N+](=O)([O-])C=1C=CC2=C(NCCO2)C1 6-nitro-3,4-dihydro-2H-1,4-benzoxazine